gallium-zinc-selenium [Se].[Zn].[Ga]